FC1=C(C=C(C=C1)OC(F)(F)F)[C@H](C)NC(C1=C(N=CC(=C1)C=1C=CC=2N(N1)C=C(N2)NC)OC)=O (S)-N-(1-(2-fluoro-5-(trifluoromethoxy)phenyl)ethyl)-2-methoxy-5-(2-(methylamino)imidazo[1,2-b]pyridazin-6-yl)nicotinamide